N-(4-((6-(1-carbamoylcyclopropoxy)-7-methoxyquinolin-4-yl)oxy)-3,5-difluorophenyl)-4-methoxynicotinamide C(N)(=O)C1(CC1)OC=1C=C2C(=CC=NC2=CC1OC)OC1=C(C=C(C=C1F)NC(C1=CN=CC=C1OC)=O)F